((((9H-fluoren-9-yl)methoxy)carbonyl(4-(((4-((2-(methylcarbamoyl)phenyl)amino))-5-(trifluoromethyl)pyrimidin-2-yl)amino)benzyl)amino)phenyl) piperidine-1-carboxylate N1(CCCCC1)C(=O)OC1=C(C=CC=C1)N(CC1=CC=C(C=C1)NC1=NC=C(C(=N1)NC1=C(C=CC=C1)C(NC)=O)C(F)(F)F)C(=O)OCC1C2=CC=CC=C2C=2C=CC=CC12